methyl (S)-6-chloro-5-fluoro-5'-(((1R,2R)-2-formylcyclobutyl)methyl)-3,4,4',5'-tetrahydro-2H,2'H-spiro[naphthalene-1,3'-pyrido[3,2-b][1,4]oxazepine]-7'-carboxylate ClC=1C(=C2CCC[C@@]3(CN(C4=C(OC3)C=CC(=N4)C(=O)OC)C[C@H]4[C@@H](CC4)C=O)C2=CC1)F